methyl 1-(2-amino-6-bromophenyl)-4-(bis(2,4-dimethoxybenzyl)amino)-6-oxo-1,6-dihydropyrimidine-5-carboxylate NC1=C(C(=CC=C1)Br)N1C=NC(=C(C1=O)C(=O)OC)N(CC1=C(C=C(C=C1)OC)OC)CC1=C(C=C(C=C1)OC)OC